C(C)(C)(C)OC(=O)N1N=C(C2=CC=C(C=C12)[C@@H]1C[C@@]12C(N(C1=CC=C(C=C21)OC)C(=O)OC(C)(C)C)=O)NC2=NC=C(C=C2OCC)S(=O)(=O)CC Tert-butyl (1R,2S)-2-[1-(tert-butoxycarbonyl)-3-{[5-(ethanesulfonyl)-3-ethoxypyridin-2-yl]amino}indazol-6-yl]-5'-methoxy-2'-oxospiro[cyclopropane-1,3'-indole]-1'-carboxylate